C(C=C)(=O)N1C[C@@H]2C(N3CCOC=4N=C5C(=C(C(=CC5=C(C34)N2C[C@H]1C)Cl)C1=C(C=CC=C1O)F)F)=O (2R,4aR,11R)-3-Acryloyl-12-chloro-10-fluoro-11-(2-fluoro-6-hydroxyphenyl)-2-methyl-2,3,4,4a,6,7-hexahydro-8-oxa-3,5a,9,13c-Tetrazanaphtho[3,2,1-de]anthracene-5(1H)-one